2-(1-methylethoxy)-1,2-diphenylethanone CC(C)OC(C(=O)C1=CC=CC=C1)C1=CC=CC=C1